BrC=1C=C(C=C(C1OC(\C=C\C1=C(C=CC=C1)C)=O)OC)C1NC(NC(=C1C(=O)OCC)C)=S (E)-ethyl 4-(3-bromo-5-methoxy-4-(3-o-tolylacryloyloxy)phenyl)-6-methyl-2-thioxo-1,2,3,4-tetrahydropyrimidine-5-carboxylate